BrC1=CN=C(S1)C(C#N)(C)C 2-(5-bromothiazol-2-yl)-2-methylpropanenitrile